ClC1=CC=C(C=C1)C1=CC(=NC=C1)C(=O)N/N=C/C=1SC=CC1 (E)-4-(4-chlorophenyl)-N'-(thiophen-2-ylmethylene)pyridinecarboxylic acid hydrazide